FC(C=1C=C(C=C(C1)C(F)(F)F)[B-](C1=CC(=CC(=C1)C(F)(F)F)C(F)(F)F)(C1=CC(=CC(=C1)C(F)(F)F)C(F)(F)F)C1=CC(=CC(=C1)C(F)(F)F)C(F)(F)F)(F)F.C(CCCCCCCCCCCCCCCCC)[NH+](C)CCCCCCCCCCCCCCCCCC bis-octadecyl-methylammonium tetrakis(3,5-di(trifluoromethyl)phenyl)borate